N1(CCCC2=CC=CC=C12)CCC(=O)NC1=C(C=C(C=C1)O)F 3-(3,4-dihydroquinolin-1(2H)-yl)-N-(2-fluoro-4-hydroxyphenyl)propanamide